(S)-4-isopropyl-oxazolidine-2,5-dione C(C)(C)[C@@H]1NC(OC1=O)=O